1-(4-(1-((1-(2-(4-(4-amino-3-(4-phenoxyphenyl)-1H-pyrazolo[3,4-d]pyrimidin-1-yl)piperidin-1-yl)ethyl)pyrrolidin-3-yl)methyl)piperidin-4-yl)phenyl)dihydropyrimidine-2,4(1H,3H)-dione NC1=C2C(=NC=N1)N(N=C2C2=CC=C(C=C2)OC2=CC=CC=C2)C2CCN(CC2)CCN2CC(CC2)CN2CCC(CC2)C2=CC=C(C=C2)N2C(NC(CC2)=O)=O